C(C=C)(=O)N1CC(C1)N1C(NC=2C(N(C=3N=C(C(=CC3C21)F)C2=CC(=CC1=CC=CC=C21)O)C=2C(=NC=CC2C)C(C)C)=O)=O 1-(1-acryloylazetidin-3-yl)-8-fluoro-7-(3-hydroxynaphthalen-1-yl)-5-(2-isopropyl-4-methyl-pyridin-3-yl)-3,5-dihydro-1H-imidazo[4,5-c][1,8]naphthyridine-2,4-dione